CCCCC 1-methylbutane